Cl[SiH](Cl)Cl TRICHLORO-SILANE